azelaic acid 1-(3-(((4,4-bis(octyloxy) butanoyl) oxy) methyl)-5-(((4-(((2-(pyrrolidin-1-yl) ethyl) carbamoyl) oxy) decanoyl) oxy) methyl) benzyl) 9-decanyl ester CCCCCCCCC(C)OC(CCCCCCCC(=O)OCC1=CC(=CC(=C1)COC(CCC(CCCCCC)OC(NCCN1CCCC1)=O)=O)COC(CCC(OCCCCCCCC)OCCCCCCCC)=O)=O